4'-((2-(tert-butyl)-1H-imidazol-1-yl)methyl)-N-(5-fluoropyrimidin-2-yl)-5-isobutyl-[1,1'-biphenyl]-2-sulfonamide C(C)(C)(C)C=1N(C=CN1)CC1=CC=C(C=C1)C=1C(=CC=C(C1)CC(C)C)S(=O)(=O)NC1=NC=C(C=N1)F